19-Hexacosenoic acid C(CCCCCCCCCCCCCCCCCC=CCCCCCC)(=O)O